C(CC(CC(=C)C(=O)O)C(=O)O)C(=O)O Hex-5-ene-1,3,5-tricarboxylic acid